2-[(E)-2-(4-bromo-2,6-xylyl)ethenyl]-5-chloro-4-(trifluoromethyl)pyridine BrC1=CC(=C(C(=C1)C)/C=C/C1=NC=C(C(=C1)C(F)(F)F)Cl)C